C(C)(=O)OC1C(CN(C2=CC=CC=C12)C(C1=C(C=CC(=C1)N1N=C(N=C1)C(C)C)C)=O)C [1-[5-(3-isopropyl-1,2,4-triazol-1-yl)-2-methyl-benzoyl]-3-methyl-3,4-dihydro-2H-quinolin-4-yl] acetate